O=C1N[C@@H]([C@@H]2CC[C@H]1N2C(=O)OC(C)(C)C)C(=O)OCC 8-(Tert-butyl) 2-ethyl (1S,2S,5R)-4-oxo-3,8-diazabicyclo[3.2.1]octane-2,8-dicarboxylate